BrC=1C=CC=2N(C1C(=O)OC)C=NC2 methyl 6-bromoimidazo[1,5-a]pyridine-5-carboxylate